C(C)OC(=O)C1=NOC(=N1)C1(CC1)C=O 5-(1-formylcyclopropyl)-1,2,4-oxadiazole-3-carboxylic acid ethyl ester